(Z)-N-(4-((4-([1,2,4]triazolo[1,5-a]pyridin-7-yloxy)-2-methoxy-5-methylphenyl)amino)-7-methoxy-quinazolin-6-yl)-2-fluoro-3-(1-methylpyrrolidin-2-yl)acrylamide N=1C=NN2C1C=C(C=C2)OC2=CC(=C(C=C2C)NC2=NC=NC1=CC(=C(C=C21)NC(/C(=C/C2N(CCC2)C)/F)=O)OC)OC